P(=O)(OC(C)(C)C)(OC(C)(C)C)OCC1N(CCC2=C1NC1=CC=C(C=C21)Cl)CCNC2=NC(=C(C=C2)Cl)C(F)(F)F di-tert-butyl ((6-chloro-2-(2-((5-chloro-6-(trifluoromethyl)pyridin-2-yl)amino)ethyl)-2,3,4,9-tetrahydro-1H-pyrido[3,4-b]indol-1-yl)methyl) phosphate